(E)-6-(4-(dimethylamino)styryl)-N-(1-methyl-5-((4-(pyrrolidin-1-yl)butyl)carbamoyl)-1H-pyrrol-3-yl)nicotinamide CN(C1=CC=C(/C=C/C2=NC=C(C(=O)NC3=CN(C(=C3)C(NCCCCN3CCCC3)=O)C)C=C2)C=C1)C